N4-(benzo[d]oxazol-2(3H)-on-5-yl)-N2-(6-(4-methyl-1,4-diazepan-1-yl)pyridin-3-yl)-5-methylpyrimidine-2,4-diamine O1C(NC2=C1C=CC(=C2)NC2=NC(=NC=C2C)NC=2C=NC(=CC2)N2CCN(CCC2)C)=O